C(C1=CC=CC=C1)OC(/C=C/CCC)CCCC (E)-6-benzyloxy-4-decene